3-phenylcyclobutane-1-ol C1(=CC=CC=C1)C1CC(C1)O